ClC=1C=C(C=CC1Cl)NC(=O)[C@@H]1[C@H]2C[C@@H]([C@@H]([C@@H]1C=1C=NC(=NC1)N(C)C)O2)O (1R,2S,3S,4R,5S)-N-(3,4-dichlorophenyl)-3-(2-(dimethylamino)pyrimidin-5-yl)-5-hydroxy-7-oxabicyclo[2.2.1]Heptane-2-carboxamide